SELENONIN [Se]1C=CC=CC=CC=C1